3',4'-difluoroacetophenone FC=1C=C(C=CC1F)C(C)=O